CCCCOC1=CC=C(C=C1)C butyl p-tolyl ether